4-((1s,3s)-3-(4-bromophenoxy)cyclobutyl)morpholine BrC1=CC=C(OC2CC(C2)N2CCOCC2)C=C1